3-[(2,4-difluorophenyl)methyl]-1-[(2,2-dimethyl-2H-chromen-7-yl)methyl]-3-(1-methylpiperidin-4-yl)urea FC1=C(C=CC(=C1)F)CN(C(NCC1=CC=C2C=CC(OC2=C1)(C)C)=O)C1CCN(CC1)C